methyl-6-(4-(4-cyclohexylbenzyl)-2,5-dimethylthiophene-3-carboxamido)spiro[3.3]heptane CC1CCC12CC(C2)NC(=O)C2=C(SC(=C2CC2=CC=C(C=C2)C2CCCCC2)C)C